C1(CCCCC1)OCC1C2C=CC(C1)C2=O 5-cyclohexyloxymethyl-7-oxo-bicyclo[2.2.1]Hept-2-ene